methyl-methyltrimethylammonium ethyl-acrylate C(C)OC(C=C)=O.CC[N+](C)(C)C